BrC1CC(C1)OCC1=CC=CC=C1 ((3-bromocyclobutoxy)methyl)benzene